2-methyl-N-(8-(methylamino)-5-(6-((S)-2-methylmorpholino)-[1,2,4]triazolo[1,5-a]pyridin-2-yl)-2,7-naphthyridin-3-yl)cyclopropane-1-carboxamide CC1C(C1)C(=O)NC=1N=CC2=C(N=CC(=C2C1)C1=NN2C(C=CC(=C2)N2C[C@@H](OCC2)C)=N1)NC